CN1N=CC=2C1=NC(=CN2)N[C@@H](C)C=2C=C(C=CC2)NC(C2=CC=CC(=C2)SC)=O (S)-N-(3-(1-((1-methyl-1H-pyrazolo[3,4-b]pyrazin-6-yl)amino)ethyl)phenyl)-5-(methylthio)benzamide